7-(3-(4-cyclohexylpiperazin-1-yl)propoxy)-2-(3,4-dimethoxyphenyl)-5-hydroxy-6-methoxy-4H-chromen-4-one C1(CCCCC1)N1CCN(CC1)CCCOC1=C(C(=C2C(C=C(OC2=C1)C1=CC(=C(C=C1)OC)OC)=O)O)OC